(1S,3R,4S)-2-((5-chloropyridin-3-yl)-D-alanyl)-N-((R)-1-cyano-2-((S)-2-oxopiperidin-3-yl)ethyl)-5,5-difluoro-2-azabicyclo[2.2.2]octane-3-carboxamide ClC=1C=C(C=NC1)N[C@H](C)C(=O)N1[C@@H]2CC([C@H]([C@@H]1C(=O)N[C@H](C[C@H]1C(NCCC1)=O)C#N)CC2)(F)F